S1C(=NC=C1)N1N=C(C=C1C1=C(C=CC=C1)C(F)(F)F)C(=O)O 1-(thiazol-2-yl)-5-(2-(trifluoromethyl)phenyl)-1H-pyrazole-3-carboxylic acid